NC1CCC(CC1)NC1=NC2=CC=C(C=C2C=N1)C1=CC=C(C=C1)NS(=O)(=O)C1=C(C=CC=C1)Cl N-(4-(2-(((1r,4r)-4-aminocyclohexyl)amino)quinazolin-6-yl)phenyl)-2-chlorobenzene-sulfonamide